2-(chloromethyl)-1-((2-(trimethylsilyl)ethoxy)methyl)-1H-pyrrolo[2,3-b]pyridine ClCC1=CC=2C(=NC=CC2)N1COCC[Si](C)(C)C